Bis(2,2,2-Trifluoroethyl) Sulfite S(=O)(OCC(F)(F)F)OCC(F)(F)F